3-(4-Aminobenzenesulfonyl)-N,N-dimethylaniline NC1=CC=C(C=C1)S(=O)(=O)C=1C=C(N(C)C)C=CC1